4-(7-phenyl-4-((pyridin-2-ylmethoxy)methyl)-6,7-dihydro-5H-pyrrolo[2,3-d]pyrimidin-2-yl)morpholine C1(=CC=CC=C1)N1CCC2=C1N=C(N=C2COCC2=NC=CC=C2)N2CCOCC2